1-[(3R,4S)-4-[bis(4-methoxyphenyl)-phenyl-methoxy]-3-hydroxy-tetrahydrofuran-2-yl]-5-iodo-pyrimidine-2,4-dione COC1=CC=C(C=C1)C(O[C@@H]1[C@H](C(OC1)N1C(NC(C(=C1)I)=O)=O)O)(C1=CC=CC=C1)C1=CC=C(C=C1)OC